Cl\C=C(/C)\Cl (1E)-1,2-dichloroprop-1-ene